C(C)(C)(C)OC(=O)N1CCC2(CC1)C(C1=CC(=CC=C1C2)NS(=O)(=O)C)=O 6-(methylsulfonylamino)-1-oxo-1,3-dihydrospiro[indene-2,4'-piperidine]-1'-carboxylic acid tert-butyl ester